5-bromo-1-(4-fluorophenyl)-1H-indole BrC=1C=C2C=CN(C2=CC1)C1=CC=C(C=C1)F